[N+](=O)([O-])[O-].[N+](=O)([O-])[O-].[Ca+2] The molecule is inorganic nitrate salt of calcium. It has a role as a fertilizer. It is an inorganic nitrate salt and a calcium salt. It contains a calcium(2+).